N1(CCNCC1)CC1=C(C=CC2=CC=CC=C12)O 1-(piperazin-1-ylmethyl)naphthalen-2-ol